1-(t-butyl) 2-ethyl (S)-3-(difluoromethylene)-2-(3-hydroxypropyl)pyrrolidin-1,2-dicarboxylate FC(=C1[C@](N(CC1)C(=O)OC(C)(C)C)(C(=O)OCC)CCCO)F